CC1=C(C=C(C=C1)NC(=O)C1=NC=CC(=C1)C(F)(F)F)C1=CC2=C(N=C(N=C2)NC=2C=NC=CC2C)N2C1=NCC2 N-(4-methyl-3-(2-((4-methylpyridin-3-yl)amino)-8,9-dihydroimidazo[1',2':1,6]pyrido[2,3-d]pyrimidin-6-yl)phenyl)-4-(trifluoromethyl)pyridineamide